3,4,8,9,13,14-hexakis(mercaptomethylthio)-1,16-dimercapto-2,5,7,10,12,15-Hexathiahexadecane SCSC(SCS)C(SCSC(C(SCSC(C(SCS)SCS)SCS)SCS)SCS)SCS